N1=C(C=CC=C1)CCNC(=S)N 2-(2-pyridyl)ethylthiourea